((2-(((S)-5-((4,4-Difluorocyclohexyl)amino)-3-methylpentyl)oxy)-4-methylphenyl)sulfonyl)-L-proline FC1(CCC(CC1)NCC[C@@H](CCOC1=C(C=CC(=C1)C)S(=O)(=O)N1[C@@H](CCC1)C(=O)O)C)F